ClC1=CC(=C(C=C1S)C=1C(NC(N(C1C(F)(F)F)C)=O)=O)F (4-chloro-2-fluoro-5-sulfhydrylphenyl)-1-methyl-6-trifluoromethyl-1H-pyrimidine-2,4-dione